ClC=1C=C(NC1)C1=NOC(=N1)[C@H]1CC[C@H]2COC3=C(C(N2C1)=O)C=CC=C3 (6aS,9S)-9-[3-(4-chloro-1H-pyrrol-2-yl)-1,2,4-oxadiazol-5-yl]-6,6a,7,8,9,10-hexahydro-12H-pyrido[2,1-c][1,4]benzoxazepin-12-one